OC1=CC=C(C=C1)C#CC(=O)O.[Na] sodium monohydroxybenzenepropiolic acid